aluminum diethylphosphinic acid salt C(C)P([O-])(=O)CC.[Al+3].C(C)P([O-])(=O)CC.C(C)P([O-])(=O)CC